ClC=1C(=NC(=NC1)NC=1C(=NN(C1)C1CCNCC1)C)NCCCN1C(CCCCC1)=O 1-(3-((5-chloro-2-((3-methyl-1-(piperidin-4-yl)-1H-pyrazol-4-yl)amino)pyrimidin-4-yl)amino)propyl)azepan-2-one